C(C)(C)N1C=CC=2C1=NC=C(C2)C=2SC=C(N2)C2=C(C=CC=C2)C(F)(F)F 2-(1-isopropylpyrrolo[2,3-b]pyridin-5-yl)-4-[2-(trifluoromethyl)phenyl]thiazole